CN1N=CC2=C1NC1=C(NC2)C=CC=C1 1-methyl-1,4,5,10-tetrahydrobenzo[b]pyrazolo[3,4-e][1,4]diazepine